ClC(C(=O)N)CC monochlorobutyramide